1-(5-(1-(2,6-dichlorophenyl)azetidin-3-yl)-2,3-dihydro-1H-inden-1-yl)pyrrolidine-3-carboxylic acid methyl ester COC(=O)C1CN(CC1)C1CCC2=CC(=CC=C12)C1CN(C1)C1=C(C=CC=C1Cl)Cl